C1(CC1)NC(C1=C(C=C(C=C1OC)C1=CN=C2N1C=CC(=C2)OCC2N(CCCC2)CC(F)F)OC(F)F)=O N-cyclopropyl-4-[7-[[1-(2,2-difluoroethyl)-2-piperidyl]methoxy]imidazo[1,2-a]pyridin-3-yl]-2-(difluoromethoxy)-6-methoxy-benzamide